FC=1C=C(C=CC1C1=NOC(=N1)C(F)(F)F)N=S(=O)(C(F)(F)F)C1=CC=CC=C1 ((3-fluoro-4-(5-(trifluoromethyl)-1,2,4-oxadiazol-3-yl)phenyl)imino)(phenyl)(trifluoromethyl)-λ6-sulfanone